C(C)OP(OCC)=O Diethylphosphonic acid